(R)-1-((R)-5H-imidazo[5,1-a]isoindol-5-yl)-1-(1H-imidazol-2-yl)ethan-1-ol C=1N=CN2C1C1=CC=CC=C1[C@@H]2[C@@](C)(O)C=2NC=CN2